7-fluoro-3-(2-(methylamino)ethyl)-1H-indol-4-ol FC1=CC=C(C=2C(=CNC12)CCNC)O